5-isocyanato-2-(2-pyridinyl)pyridine methyl-2-(4-cyclopropyl-6-methoxy-pyrimidin-5-yl)-6-[[3-fluoro-4-[1-methyl-4-(trifluoromethyl)imidazol-2-yl]phenyl]methoxy]pyrimidine-4-carboxylate COC(=O)C1=NC(=NC(=C1)OCC1=CC(=C(C=C1)C=1N(C=C(N1)C(F)(F)F)C)F)C=1C(=NC=NC1OC)C1CC1.N(=C=O)C=1C=CC(=NC1)C1=NC=CC=C1